4-benzyl-N-[4-(cyanomethoxy)-2,5-difluorophenyl]-1H-pyrrole-3-sulfonamide C(C1=CC=CC=C1)C=1C(=CNC1)S(=O)(=O)NC1=C(C=C(C(=C1)F)OCC#N)F